PALLADIUM(II) DICHLORIDE [Pd](Cl)Cl